CC1(OCC(O1)C(=O)[O-])C 2,2-dimethyl-1,3-dioxolane-4-carboxylate